FC1=C(C=CC(=C1)CN1CCCC1)C=1C=C2C(=CC=NC2=CC1)NC=1C=CC2=C(N=C(S2)N)C1 5-N-[6-[2-fluoro-4-(pyrrolidin-1-ylmethyl)phenyl]quinolin-4-yl]-1,3-benzothiazole-2,5-diamine